FC(C#N)(F)F perfluoro-acetonitrile